C(CC)C(CCCCC)C1C(OC(C1)=O)=O 3-(1-propylhexyl)-tetrahydrofuran-2,5-dione